4-bromo-1-(3-(4-methylpiperazin-1-yl)propyl)indoline BrC1=C2CCN(C2=CC=C1)CCCN1CCN(CC1)C